5-[4-[(pyridin-3-yl)carbonylamino]phenyl]-1H-naphtho[1,2-b][1,4]diazepine-2,4(3H,5H)-dione hydrochloride Cl.N1=CC(=CC=C1)C(=O)NC1=CC=C(C=C1)N1C2=C(NC(CC1=O)=O)C1=CC=CC=C1C=C2